1-cyano-3-methoxy-N-(5-phenylthiazol-2-yl)pyrrolidine-3-carboxamide C(#N)N1CC(CC1)(C(=O)NC=1SC(=CN1)C1=CC=CC=C1)OC